N12CCCCCC2=NCC1 1,8-diazabicyclo[5.3.0]dec-7-ene